3-[5-(1,3-dioxolan-2-yl)pyridin-2-yl]-2-fluoroaniline O1C(OCC1)C=1C=CC(=NC1)C=1C(=C(N)C=CC1)F